(2R,5R)-5-methyl-2-{[(3R)-3-methylmorpholin-4-yl]Methyl-piperazin-1-yl}Ethan-1-one sulfate salt S(=O)(=O)(O)O.C[C@H]1NC[C@@H](N(C1)CC=O)CN1[C@@H](COCC1)C